ClC=1C(=C(C=CC1)N1CCC2(CC1)C=1C=CC(=NC1CNC2)C=2C(=NC=CC2)OCC)C(F)(F)F 1'-[3-chloro-2-(trifluoromethyl)phenyl]-2-(2-ethoxypyridin-3-yl)spiro[7,8-dihydro-6H-1,7-naphthyridine-5,4'-piperidine]